FC1(CCC(CC1)NC([O-])=O)F difluorocyclohexyl-carbamate